FC1=CC=C(C=C1)C1=NC(=NC(=C1)C(C)C)O 4-(4-fluorophenyl)-2-hydroxy-6-isopropyl-pyrimidine